5-(2-cyclopropyl-6-fluorophenyl)-3-(4-(4-methylpiperazin-1-yl)phenyl)-1H-pyrazolo[4,3-c]pyridazin-6(5H)-one C1(CC1)C1=C(C(=CC=C1)F)N1N=C2C(=CC1=O)NN=C2C2=CC=C(C=C2)N2CCN(CC2)C